IC1=CN(C=2N=C(N(C(C21)=O)C)N2C1CN(CC2CC1)C(=O)OC(C)(C)C)COCC[Si](C)(C)C tert-butyl 8-(5-iodo-3-methyl-4-oxo-7-((2-(trimethylsilyl)ethoxy)methyl)-4,7-dihydro-3H-pyrrolo[2,3-d]pyrimidin-2-yl)-3,8-diazabicyclo[3.2.1]octane-3-carboxylate